C1(CC1)S(=O)(=O)NC=1SC=C(N1)C1(CC1)NC(C1=CC=C(C=C1)C=1C=NN(C1C)C)=O N-[1-(2-cyclopropanesulfonamido-1,3-thiazol-4-yl)cyclopropyl]-4-(1,5-dimethylpyrazol-4-yl)benzamide